2-(3,5-difluorophenyl)-3-(4-(methylsulfonyl)phenyl)-2-cyclopenten-1-one FC=1C=C(C=C(C1)F)C=1C(CCC1C1=CC=C(C=C1)S(=O)(=O)C)=O